FC1(C[C@@H](N(C1)[C@H]1CN(CC1)C)C(=O)NC=1C=CC=C2C(=CNC12)C1=NC(=NC=C1F)NC=1C(=NN(C1)C)OC)F (2R,3'R)-4,4-difluoro-N-(3-(5-fluoro-2-((3-meth-oxy-1-methyl-1H-pyrazol-4-yl)amino)pyrimidin-4-yl)-1H-indol-7-yl)-1'-methyl-[1,3'-bipyrrolidine]-2-carboxamide